1',11'-diallyl-3-oxo-1',2',3',4',8',9',10',11'-octahydro-3H-dispiro[isobenzofuran-1,6'-silino[3,2-g:5,6-g']diquinoline-13',1''-silinane]-5-carboxylic acid C(C=C)N1CCCC2=CC3=C(C=C12)[Si]1(CCCCC1)C1=C(C=C2CCCN(C2=C1)CC=C)C31OC(C3=CC(=CC=C31)C(=O)O)=O